NC=1C=C2C(=NC1)C(OC2)=O 3-aminofuro[3,4-b]pyridin-7(5H)-one